P(=O)(OC(CCCCCCCCCCC)CCCCCC)([O-])[O-] hexyldodecyl phosphate